5-Bromo-N-(1H-indol-7-yl)pentanamide BrCCCCC(=O)NC=1C=CC=C2C=CNC12